N[C@H](C(=O)N[C@H](C(=O)N)CCC(C=[N+]=[N-])=O)CCCCNC(CCCC[C@@H]1SC[C@H]2NC(N[C@H]21)=O)=O (S)-2-Amino-N-((S)-1-amino-6-diazo-1,5-dioxohexan-2-yl)-6-(5-((3aR,4S,6aS)-2-oxohexahydro-1H-thieno[3,4-d]imidazol-4-yl)pentanamido)hexanamide